(((7-(fluoromethyl)-1,4-dioxaspiro[4.5]decan-7-yl)methyl)amino)-4-nitrobenzonitrile FCC1(CC2(OCCO2)CCC1)CNC1=C(C#N)C=CC(=C1)[N+](=O)[O-]